2-amino-2-(4-octyl-phenethyl)1,3-propanediol NC(CO)(CO)CCC1=CC=C(C=C1)CCCCCCCC